3-(6-(methoxycarbonyl)-2-methylpyridin-3-yl)-3,6-diazabicyclo[3.1.1]heptane-6-carboxylic acid COC(=O)C1=CC=C(C(=N1)C)N1CC2N(C(C1)C2)C(=O)O